6-(4-phenyl-4H-1,2,4-triazol-3-yl)pyridine C1(=CC=CC=C1)N1C(=NN=C1)C1=CC=CC=N1